C1=NC=C(C2=CC=CC=C12)N1C(N(CC1C#N)C=1C=NC=C(C1)C(F)(F)F)=O 3-(isoquinolin-4-yl)-2-oxo-1-(5-(trifluoromethyl)pyridin-3-yl)imidazolidine-4-carbonitrile